C(C)OC(=O)[C@H]1[C@@H](C1)C1=CC=2C(=NOC2C2=CC=CC=C2)C=C1 (1R,2R)-2-(3-phenylbenzo[c]isoxazol-5-yl)cyclopropane-1-carboxylic acid ethyl ester